Methyl 3-(N-(2-(5-cyanothiophen-2-yl)-5-(trifluoromethyl)phenyl)sulfamoyl)-4-methoxybenzoate C(#N)C1=CC=C(S1)C1=C(C=C(C=C1)C(F)(F)F)NS(=O)(=O)C=1C=C(C(=O)OC)C=CC1OC